CN(C(C[Si](OC)(OC)OC)C)C N,N-dimethyl-2-aminopropyl-trimethoxysilane